ClC1=C(C=CC(=C1C(F)(F)F)Cl)C=1OC(=NN1)OCC 2-(2,4-Dichloro-3-(trifluoromethyl)phenyl)-5-ethoxy-1,3,4-oxadiazol